(E)-6-(4-(cyclohexyloxy)phenyl)-N'-(3,5-dimethoxybenzylidene)pyrazine-2-carbohydrazide C1(CCCCC1)OC1=CC=C(C=C1)C1=CN=CC(=N1)C(=O)N/N=C/C1=CC(=CC(=C1)OC)OC